tetrakis(4,4-bis(mercaptomethylthio)-2-thiabutyl)methane SCSC(CSCC(CSCC(SCS)SCS)(CSCC(SCS)SCS)CSCC(SCS)SCS)SCS